potassium azepine N1C=CC=CC=C1.[K]